FC1=CC(=CC(=N1)N1C(C2=C(N=C(N=C2)N2N=CC=N2)CC1)OC)OC 6-(6-fluoro-4-methoxy-2-pyridyl)-5-methoxy-2-(triazol-2-yl)-7,8-dihydro-5H-pyrido[4,3-d]pyrimidine